OC1CCC(CC1)NC(C1=CN=CC=C1)=O N-(4-hydroxycyclohexyl)nicotinamide